O=C1N[C@H]2[C@@H](OC1)CCN(C2)C(=O)N2CCC(CC2)[C@H](C=2C=C(OCCNC(OC(C)(C)C)=O)C=CC2)C2=CC=CC=C2 |o1:19| tert-Butyl N-[2-[3-[(S or R)-[1-[(4aR,8aS)-3-oxo-4,4a,5,7,8,8a-hexahydropyrido[4,3-b][1,4]oxazine-6-carbonyl]-4-piperidyl]-phenyl-methyl]phenoxy]ethyl]carbamate